CC=1C=C(C=C(C1N)C)C1=CC(=C(N)C(=C1)C)C L-3,3',5,5'-Tetramethylbenzidine